2,3,4,5,6-pentafluorophenyl 7-cyclobutyl-2-oxo-1,2,4a,8a-tetrahydroquinoline-3-carboxylate C1(CCC1)C=1C=CC2C=C(C(NC2C1)=O)C(=O)OC1=C(C(=C(C(=C1F)F)F)F)F